3-(4-(dimethylamino)butyrylamino)-N1,N5-bis(5-(2-octyldodecanoylamino)pentyl)glutaramide methyl-2-(cyanomethyl)-6-(trifluoromethyl)pyridine-4-carboxylate COC(=O)C1=CC(=NC(=C1)C(F)(F)F)CC#N.CN(CCCC(=O)NC(CC(=O)NCCCCCNC(C(CCCCCCCCCC)CCCCCCCC)=O)CC(=O)NCCCCCNC(C(CCCCCCCCCC)CCCCCCCC)=O)C